4-(2-((7-chloroisoquinolin-1-yl)oxy)ethyl)thiomorpholine ClC1=CC=C2C=CN=C(C2=C1)OCCN1CCSCC1